3,7-bis(4-chloro-2-fluorophenyl)-2,6-dihydroxynaphthalene ClC1=CC(=C(C=C1)C=1C(=CC2=CC(=C(C=C2C1)O)C1=C(C=C(C=C1)Cl)F)O)F